isoxazolo[4,3-c]quinolin-4(5H)-one N=1OC=C2C(NC=3C=CC=CC3C21)=O